(S)-5-fluoro-3-((R)-5-isopropyl-3-(isoquinolin-1-yl)-4,5-dihydroisoOxazole-5-carboxamido)-4-oxopentanoic acid octyl ester C(CCCCCCC)OC(C[C@@H](C(CF)=O)NC(=O)[C@@]1(CC(=NO1)C1=NC=CC2=CC=CC=C12)C(C)C)=O